thiophen-2-ylcarbonate S1C(=CC=C1)OC([O-])=O